(2R,3R,4R,5S)-1-((3,3-dimethyl-2-oxaspiro[4.5]decan-8-yl)methyl)-2-methylpiperidine-3,4,5-triol CC1(OCC2(C1)CCC(CC2)CN2[C@@H]([C@H]([C@@H]([C@H](C2)O)O)O)C)C